OCCNS(=O)(=O)C1=CC(=CC=C1)C1=CN(C(C2=CC=CC=C12)=O)C N-(2-hydroxyethyl)-3-(2-methyl-1-oxoisoquinolin-4-yl)benzenesulfonamide